C1(C=CC=C2C=3C=C4C(=CC3C=C12)C=CC=C4)=O benzo(b)fluorenone